ethyl (S)-4-((4'-(1,1,1,3,3,3-hexafluoro-2-hydroxypropan-2-yl)-[1,1'-biphenyl]-4-yl)methyl)-1-(pyridin-4-ylmethyl)piperazine-2-carboxylate FC(C(C(F)(F)F)(O)C1=CC=C(C=C1)C1=CC=C(C=C1)CN1C[C@H](N(CC1)CC1=CC=NC=C1)C(=O)OCC)(F)F